FC1=CC=C(C=C1)NC(N([C@H](C)C1=CNC(C2=CC=CC=C12)=O)C)=O (R)-3-(4-fluorophenyl)-1-methyl-1-(1-(1-oxo-1,2-dihydroisoquinolin-4-yl)ethyl)urea